1-methyl-2-{6-methyl-4-[(1-methylcyclopropyl)amino]furo[2,3-d]pyrimidine-5-carbonyl}-1,2,3,4-tetrahydroisoquinolin-7-ol CC1N(CCC2=CC=C(C=C12)O)C(=O)C1=C(OC=2N=CN=C(C21)NC2(CC2)C)C